IC1=CC(=C(C(=O)O)C=C1)C 4-iodo-2-methylbenzoic acid